2-Amino-5-[1-[2-(2-[3-[1-(2,6-dioxopiperidin-3-yl)-3-methyl-2-oxo-1,3-benzodiazol-5-yl]propoxy]ethoxy)ethyl]pyrazol-4-yl]pyridine-3-carboxylic acid NC1=NC=C(C=C1C(=O)O)C=1C=NN(C1)CCOCCOCCCC1=CC2=C(N(C(N2C)=O)C2C(NC(CC2)=O)=O)C=C1